cyclopentadec-10,12-diynoic acid C1(CCCCCCCCC#CC#CCC1)C(=O)O